glycidoxyethyltriethoxysilane C(C1CO1)OCC[Si](OCC)(OCC)OCC